2,2,2-Trifluoroethyl 2-oxo-2-[rac-(2R,5S)-2-(5-fluoro-3-pyridyl)-5-methyl-1-piperidyl]acetate 2,2,2-Trifluoroethyl-2-chloro-2-oxo-acetate FC(COC(C(=O)Cl)=O)(F)F.O=C(C(=O)OCC(F)(F)F)N1[C@H](CC[C@@H](C1)C)C=1C=NC=C(C1)F |r|